anti-ethyl 2-(5-(4-aminophenyl)-1-(4-(azidomethyl)benzyl)piperidin-3-yl)acetate NC1=CC=C(C=C1)C1CC(CN(C1)CC1=CC=C(C=C1)CN=[N+]=[N-])CC(=O)OCC